COC(CNCC#C)=O 2-(prop-2-ynylamino)acetic acid methyl ester